4-(7-nitrobenzo[d]imidazo[2,1-b]thiazol-2-yl)benzoic acid [N+](=O)([O-])C1=CC2=C(N3C(S2)=NC(=C3)C3=CC=C(C(=O)O)C=C3)C=C1